FC1(CN(C1)C(=O)C1=NN2C(C(OCC2)C2=CC=CC=C2)=N1)F (3,3-Difluoroazetidin-1-yl)-(8-phenyl-6,8-dihydro-5H-[1,2,4]triazolo[5,1-c][1,4]oxazin-2-yl)methanone